ClC1=C2C(=CNC2=C(C=C1)N1CC2(OCCO2)CCC1)C#N 4-Chloro-7-(1,4-dioxa-7-azaspiro[4.5]decan-7-yl)-1H-indole-3-carbonitrile